3-Amino-N-((trans)-3-hydroxytetrahydro-2H-pyran-4-yl)-6-(2-(methyl-d3)-5-((S)-1,1,1-trifluoro-2,3-dihydroxypropan-2-yl)phenyl)pyrazine-2-carboxamide NC=1C(=NC(=CN1)C1=C(C=CC(=C1)[C@@](C(F)(F)F)(CO)O)C([2H])([2H])[2H])C(=O)N[C@H]1[C@@H](COCC1)O